2-(1-(tert-butyl)-3-(1,4-dioxaspiro[4.4]nonan-7-yl)-1H-pyrazol-5-yl)-5-(methoxymethyl)-7-methyl-1-((2-(trimethylsilyl)ethoxy)methyl)-1H-benzo[d]imidazole C(C)(C)(C)N1N=C(C=C1C1=NC2=C(N1COCC[Si](C)(C)C)C(=CC(=C2)COC)C)C2CC1(OCCO1)CC2